FC=1C=C(C=NC1)[C@H](O)C12CCC(CC1)(N2)CCC2=CC=C(C=C2)OC (S)-(5-Fluoropyridin-3-yl)(4-(4-methoxyphenethyl)-7-azabicyclo[2.2.1]heptan-1-yl)methanol